[I-].C(CCCCCCC)[P+](CCCCCCCCCCCCCCCCCC)(CCCCCCCC)CCCCCCCC trioctyl-(octadecyl)phosphonium iodide